N-(4-((2-(1,1-difluoroethyl)-6-methylpyrimidin-4-yl)amino)-5-(5-(difluoromethyl)pyrazin-2-yl)pyridin-2-yl)acetamide FC(C)(F)C1=NC(=CC(=N1)NC1=CC(=NC=C1C1=NC=C(N=C1)C(F)F)NC(C)=O)C